NC1=NC=C(C2=C1C(=C(N2C)C2=C(C=C(C=C2)NC(C(=C)C)=O)F)C2=CC=C(C=C2)OC2=NC=CC(=N2)C(F)(F)F)C#N N-(4-(4-amino-7-cyano-1-methyl-3-(4-((4-(trifluoromethyl)pyrimidin-2-yl)oxy)phenyl)-1H-pyrrolo[3,2-c]pyridin-2-yl)-3-fluorophenyl)methacrylamide